allyloxytetrahydropyran C(C=C)OC1OCCCC1